(S)-2,4-dimethyl-1-((2'-methyl-4-(trifluoromethyl)-[2,4'-bipyridin]-5-yl)oxy)pentan-2-amine C[C@@](COC=1C(=CC(=NC1)C1=CC(=NC=C1)C)C(F)(F)F)(CC(C)C)N